rel-(2R,3R)-4-(8-cyano-4-hydroxyquinolin-5-yl)-3-(hydroxymethyl)-2-methylpiperazine-1-carboxylic acid tert-butyl ester C(C)(C)(C)OC(=O)N1[C@@H]([C@@H](N(CC1)C1=C2C(=CC=NC2=C(C=C1)C#N)O)CO)C |o1:8,9|